FC1(CC(C1)CN(C(O)=O)C1=C(C(=NN1C)C1=CC=C(C=C1)F)C1CCC1)F.FC1(CCNCC1)C(=O)NC=1N=CC2=CC=C(C=C2C1)C=1C=NN(C1)C 4-fluoro-N-(6-(1-methyl-1H-pyrazol-4-yl)isoquinolin-3-yl)piperidine-4-carboxamide (3,3-difluorocyclobutyl)methyl-(4-cyclobutyl-3-(4-fluorophenyl)-1-methyl-1H-pyrazol-5-yl)carbamate